C[C@@H]1CC[C@H]([C@@H](C1)OS(=O)C2=CC=C(C=C2)C)C(C)C (1S,2R,5S)-(+)-menthyl (R)-p-toluenesulfinate